(3,3-dimethyl-2-oxo-1-(pyrimidin-2-yl)-2,3-dihydro-1H-pyrrolo[2,3-b]pyridin-4-yl)-2-(trifluoromethyl)benzoic acid CC1(C(N(C2=NC=CC(=C21)C=2C(=C(C(=O)O)C=CC2)C(F)(F)F)C2=NC=CC=N2)=O)C